C(C)C(=C)C1=CC=CC=C1 alpha-ethylstyrene